ClC1=C(C(=C(C=C1OC)OC)Cl)N1N=C(C2=C1CNCC2)C2=C(C=CC=C2)[N+](=O)[O-] (2,6-dichloro-3,5-dimethoxyphenyl)-3-(2-nitrophenyl)-4,5,6,7-tetrahydro-1H-pyrazolo[3,4-c]pyridine